OCCOC(C(=C)C)=O.ONC(=O)C1=CC=C(CNC(=O)C2(CCOCC2)C2=CC3=CC=CC=C3C=C2)C=C1 N-(4-(hydroxycarbamoyl)benzyl)-4-(naphthalen-2-yl)tetrahydro-2H-pyran-4-carboxamide 2-Hydroxyethyl-methacrylate